FC=1C=C(C=CC1OC)S(/C=C/CNC(=O)C=1C(NC=C2CCCCC12)=O)(=O)=N N-[(2E)-3-[(3-fluoro-4-methoxyphenyl)(imino)oxo-λ6-sulfanyl]prop-2-en-1-yl]-3-oxo-2,3,5,6,7,8-hexahydroisoquinoline-4-carboxamide